5-{[6-(formamidomethyl)pyrazin-2-yl]amino}-2H-pyrazole C(=O)NCC1=CN=CC(=N1)NC=1C=CNN1